NC1=C(C(=NC=N1)NC1=CC2=C(C(NC23CCCCC3)=O)S1)OC 2'-((6-amino-5-methoxypyrimidin-4-yl)amino)spiro[cyclohexane-1,4'-thieno[2,3-c]pyrrol]-6'(5'H)-one